(2S,4R)-1-[(1S,5S)-3-acetyl-3-azabicyclo[3.1.0]hexane-1-carbonyl]-4-fluoro-N-[(S)-phenyl[4-(propan-2-yl)phenyl]methyl]pyrrolidine-2-carboxamide C(C)(=O)N1C[C@@]2(C[C@@H]2C1)C(=O)N1[C@@H](C[C@H](C1)F)C(=O)N[C@H](C1=CC=C(C=C1)C(C)C)C1=CC=CC=C1